CCC(CCCCCCCCC(CCCCCCC)O)O nonadecane-3,12-diol